C[C@H]1[C@H]([C@H]([C@@H]([C@H](O1)O[C@@H]2[C@H]([C@H]([C@H](O[C@@H]2O)CO)O)O)O)O)O The molecule is a disaccharide that is alpha-D-galactopyranose in which the hydroxy group at position 2 has been converted into the corresponding beta-L-fucopyranoside. It derives from an alpha-D-galactose.